ClC1=C(C(=NC(=N1)C1=NC=CC=N1)NS(=O)(=O)C1=CC=C(C=C1)C(C)(C)C)OC1=C(C=CC=C1)OC N-[6-chloro-5-(2-methoxyphenoxy)[2,2'-bipyrimidine]-4-yl]-4-tert-butyl-benzenesulfonamide